[Bi].[Pb].[Sn] tin lead bismuth